6-methyl-4-{2-[2-(1-methylpyrrolidin-2-yl)ethoxy]-5-(methylsulfonyl)phenyl}-1,6-dihydro-7H-pyrrolo[2,3-c]pyridin-7-one CN1C(C2=C(C(=C1)C1=C(C=CC(=C1)S(=O)(=O)C)OCCC1N(CCC1)C)C=CN2)=O